(S)-1-(2-Amino-5-(1-(tetrahydro-2H-pyran-4-yl)-1H-pyrazol-4-yl)pyridin-4-yl)piperidin-3-ol NC1=NC=C(C(=C1)N1C[C@H](CCC1)O)C=1C=NN(C1)C1CCOCC1